ClC1=C(C(=O)N[C@H](C(=O)O)CNC(CNC(C2=CC(=CC=C2)NC=2NCC(CN2)F)=O)=O)C(=CC(=C1)C1=CC=C2C=NNC2=C1)Cl (2S)-2-[[2,6-dichloro-4-(1H-indazol-6-yl)benzoyl]amino]-3-[[2-[[3-[(5-fluoro-1,4,5,6-tetrahydropyrimidin-2-yl)amino]benzoyl]amino]acetyl]amino]propanoic acid